C(CCCCCCC\C=C/CCCCCCCC)C1=C(C(=O)O)C=C(C(=C1O)O)O.ClC=1C=NC(=C(C(=O)NC2CCC(CC2)CN2C(N(C3=C2C=CC=C3)C=3C=NC(=CC3)OC)=O)C1)C(F)(F)F 5-chloro-N-((1r,4r)-4-((3-(6-methoxypyridin-3-yl)-2-oxo-2,3-dihydro-1H-benzo[d]imidazol-1-yl)methyl)cyclohexyl)-2-(trifluoromethyl)nicotinamide cis-9-octadecenyl-gallate